(2R,3R,4R,5S)-2-(hydroxymethyl)-5-((4-(methylsulfonyl)pyrimidin-2-yl)amino)tetrahydro-2H-pyran-3,4-diol OC[C@H]1OC[C@@H]([C@H]([C@H]1O)O)NC1=NC=CC(=N1)S(=O)(=O)C